6-amino-2-(3,5-dichloro-4-[[5-(2-fluoro-3-methylphenyl)-6-oxo-1H-pyridazin-3-yl]oxy]phenyl)-4H-1,2,4-triazine-3,5-dione NC=1C(NC(N(N1)C1=CC(=C(C(=C1)Cl)OC1=NNC(C(=C1)C1=C(C(=CC=C1)C)F)=O)Cl)=O)=O